NCC#CC1=CC=C(C=C1)NC(OCCOC1=CC=C(C=C1)C(=O)C1=CC=C(C=C1)C1=C(C=CC(=C1)C(NC1CC1)=O)C)=O 2-(4-(5'-(cyclopropylcarbamoyl)-2'-methyl-[1,1'-biphenyl]-4-carbonyl)phenoxy)ethyl (4-(3-aminoprop-1-yn-1-yl)phenyl)carbamate